C1(=CC=CC=C1)N(C1=CC=C(C=C1)C1=CC=C(C=C1)N(C1=CC=C(C=C1)C=1C=CC=2N(C3=CC=CC=C3C2C1)C1=CC=CC=C1)C1=CC=CC=C1)C1=CC=C(C=C1)C=1C=CC=2N(C3=CC=CC=C3C2C1)C1=CC=CC=C1 N4,N4'-diphenyl-N4,N4'-bis(4-(9-phenyl-9H-carbazole-3-yl)phenyl)-[1,1'-biphenyl]-4,4'-diamine